2-(3-{2-amino-6-[1-(Oxetane-3-yl)-1,2,3,6-tetrahydropyridine-4-yl]-7H-pyrrolo[2,3-d]pyrimidine-4-yl}-2-(hydroxymethyl)Phenyl)-6-cyclopropyl-8-fluoroisoquinolin-1(2H)-one NC=1N=C(C2=C(N1)NC(=C2)C=2CCN(CC2)C2COC2)C=2C(=C(C=CC2)N2C(C1=C(C=C(C=C1C=C2)C2CC2)F)=O)CO